6-(2-chloro-4-fluoro-phenyl)-2-[(4-fluorophenoxy)methyl]imidazo[1,2-a]pyrimidine ClC1=C(C=CC(=C1)F)C=1C=NC=2N(C1)C=C(N2)COC2=CC=C(C=C2)F